(13R)-5,13-dimethyl-6,7-dihydro-13H-1,15-ethenopyrazolo[4,3-f][1,10,4,8]benzodioxadiazacyclotridecin-4(5H)-one CN1CCOC2=C([C@H](OC3=NC4=C(C1=O)C=NN4C=C3)C)C=CC=C2